4-((4-Methoxypyrrolo[3,2-c]pyridin-1-yl)methyl)phenylboronic acid COC1=NC=CC2=C1C=CN2CC2=CC=C(C=C2)B(O)O